[N+](=O)([O-])C1=CC=C(C=C1)C=CC1=CC=C(C=C1)[N+](=O)[O-] 4,4'-dinitrostilbene